6-(6-ethylpyridin-2-yl)-4-(trifluoro-methyl)isoindolin-1-one C(C)C1=CC=CC(=N1)C1=CC(=C2CNC(C2=C1)=O)C(F)(F)F